N(=[N+]=[N-])C(C)C=1C=NN(C1)CC=1C(=NC=CC1)C(F)(F)F ((4-(1-azidoethyl)-1H-pyrazol-1-yl)methyl)-2-(trifluoromethyl)pyridine